2-(6-chloro-5-(hydroxymethyl)-2-methyl-3-oxo-2,3-dihydropyridazin-4-yl)-N-(1-(fluoromethyl)cyclopropyl)acetamide ClC=1C(=C(C(N(N1)C)=O)CC(=O)NC1(CC1)CF)CO